N1=C(C=C2COCCN21)C(=O)OCC ethyl 6,7-dihydro-4H-pyrazolo[5,1-c][1,4]oxazine-2-carboxylate